FC(C(C(F)(F)F)(C1=CC(=C(N)C=C1)OC(F)F)F)(F)F 4-(perfluoroprop-2-yl)-2-difluoromethoxyaniline